COC=1C=C(C=CC1OC)CCNC(CC1N(C(CC1)=O)CC1=CC=C(C=C1)C)=O N-[2-(3,4-dimethoxyphenyl)ethyl]-2-[1-[(4-methylphenyl)methyl]-5-oxopyrrolidin-2-yl]acetamid